COC(C(CC(=O)OC)=CC1=CC=C(C=C1)OCCC)=O 4-propoxybenzylidene-succinic acid dimethyl ester